(R)-tert-Butyl methyl((7-(pyridin-4-yl)isochroman-1-yl) methyl)carbamate CN(C(OC(C)(C)C)=O)C[C@@H]1OCCC2=CC=C(C=C12)C1=CC=NC=C1